chlorophenyl-amide Cl[N-]C1=CC=CC=C1